1-(5-cyanopyridin-2-yl)-N-{2-[1-(cyclohexylmethyl)piperidin-4-yl]ethyl}piperidine-4-carboxamide C(#N)C=1C=CC(=NC1)N1CCC(CC1)C(=O)NCCC1CCN(CC1)CC1CCCCC1